cyanotrifluoromethanesulfonylamide C(#N)[N-]S(=O)(=O)C(F)(F)F